CN(C=1C=C(C=CC1)C1=NN2C(=NC=3C=CC=CC3C2=N1)N[C@H]1C(NCCN(C1)C(=O)OCC1=CC=CC=C1)=O)C Benzyl (6R)-6-({2-[3-(dimethylamino) phenyl] [1,2,4]triazolo[1,5-c]quinazolin-5-yl} amino)-5-oxo-1,4-diazepan-1-carboxylate